2-(4-((4-((2-fluoroethyl)amino)-5-(trifluoromethyl)pyrimidin-2-yl)amino)-1H-indazol-1-yl)-2-methylpropanenitrile FCCNC1=NC(=NC=C1C(F)(F)F)NC1=C2C=NN(C2=CC=C1)C(C#N)(C)C